S1CC[C@@H](C2=NC=CC=C21)CNC(OC(C)(C)C)=O |r| rac-tert-butyl [(3,4-dihydro-2H-thiopyrano[3,2-b]pyridin-4-yl)methyl]carbamate